8-(dimethylamino)-7-hydroxyphenazine-3-sulfonic acid CN(C1=C(C=C2N=C3C=C(C=CC3=NC2=C1)S(=O)(=O)O)O)C